(S)-2,5-bis((tert-Butoxycarbonyl)amino)pentanoic acid C(C)(C)(C)OC(=O)N[C@H](C(=O)O)CCCNC(=O)OC(C)(C)C